(2S,4R)-4-fluoro-N-[(S)-phenyl[4-(propan-2-yl)phenyl]methyl]-1-[2-(4H-1,2,4-triazol-4-yl)acetyl]pyrrolidine-2-carboxamide F[C@@H]1C[C@H](N(C1)C(CN1C=NN=C1)=O)C(=O)N[C@H](C1=CC=C(C=C1)C(C)C)C1=CC=CC=C1